OC1=C(C(=C(C(=O)OC)C=C1)C)[N+](=O)[O-] methyl 4-hydroxy-2-methyl-3-nitrobenzoate